FC=1C=CC=2C3=C(NC(C2C1)=O)COC[C@@H]3N(C(=O)C3=CC1=C(N3)C=CS1)C |r| Racemic-N-(8-fluoro-6-oxo-1,4,5,6-tetrahydro-2H-pyrano[3,4-c]isoquinolin-1-yl)-N-methyl-4H-thieno[3,2-b]pyrrole-5-carboxamide